C12CN(CC2C1)C=1N=CC=2NC(=NC=3C(=NNC3C2C1)C)C1=C(C=CC=C1F)F 13-(3-azabicyclo[3.1.0]hexan-3-yl)-8-(2,6-difluorophenyl)-5-methyl-3,4,7,9,12-pentazatricyclo[8.4.0.02,6]tetradeca-1(10),2(6),4,7,11,13-hexaene